ClC1=CC2=C(N(C(C(N2C)=O)=O)C2CCN(CC2)C2=NC=C(C=N2)CNC2=CC=C(C#N)C=C2)N=C1 4-(((2-(4-(7-chloro-1-methyl-2,3-dioxo-2,3-dihydropyrido[2,3-b]pyrazin-4(1H)-yl)piperidin-1-yl)pyrimidin-5-yl)methyl)amino)benzonitrile